(R or S)-5-(4-(1-(benzo[c][1,2,5]oxadiazol-5-yl)ethoxy)phenyl)-2-oxo-6-(trifluoromethyl)-1,2-dihydropyridine-3-carboxamide N=1ON=C2C1C=CC(=C2)[C@@H](C)OC2=CC=C(C=C2)C=2C=C(C(NC2C(F)(F)F)=O)C(=O)N |o1:9|